ClC=1C(=CC(=C(C1)C=1NC=2C=CN=C(C2C(C1)=O)C(=O)N)C)[C@]1(OCC1)C(F)(F)F (S)-2-(5-chloro-2-methyl-4-(2-(trifluoromethyl)oxetan-2-yl)phenyl)-4-oxo-1,4-dihydro-1,6-naphthyridine-5-carboxamide